N-((2-(2,6-dioxopiperidin-3-yl)-1-oxoisoindolin-4-yl)methyl)-2-oxo-2-(4-(trifluoro-methyl)phenyl)acetamide O=C1NC(CCC1N1C(C2=CC=CC(=C2C1)CNC(C(C1=CC=C(C=C1)C(F)(F)F)=O)=O)=O)=O